dicyclohexoxy-dimethylsilane C1(CCCCC1)O[Si](C)(C)OC1CCCCC1